methyl (2S)-3,3-dicyclopropyl-2-[[2-(2-methylsulfinylethyl)pyrazole-3-carbonyl]amino]propanoate C1(CC1)C([C@@H](C(=O)OC)NC(=O)C=1N(N=CC1)CCS(=O)C)C1CC1